COC1=CC=2N(C=C1C(=O)NC1=NC(=CC=C1)OC)C=C(N2)C21COC(CC2)(CC1)C 7-methoxy-N-(6-methoxypyridin-2-yl)-2-(1-methyl-2-oxabicyclo[2.2.2]octan-4-yl)imidazo[1,2-a]pyridine-6-carboxamide